bis({[(propan-2-yloxy)carbonyl]oxy}methyl) {[(2R,3S,4R,5R)-5-[2-chloro-6-(cyclopentylamino)-9H-purin-9-yl]-3,4-dihydroxyoxolan-2-yl]methoxy}methane-phosphonate ClC1=NC(=C2N=CN(C2=N1)[C@H]1[C@@H]([C@@H]([C@H](O1)COCP(OCOC(=O)OC(C)C)(=O)OCOC(=O)OC(C)C)O)O)NC1CCCC1